3-(4-Bromo-3-fluorophenyl)-2-(3,5-difluorophenyl)thiazolidin-4-one BrC1=C(C=C(C=C1)N1C(SCC1=O)C1=CC(=CC(=C1)F)F)F